FC=1C(=NC=CC1)CC1(CC=2C=C(C(=NC2C=C1)NCC1=CC=C(C=C1)OC)C(=O)NCC1=CC=C(C=C1)OC)C(=O)NCC1=NC=C(C=C1)C(F)(F)F 6-((3-fluoropyridin-2-yl)methyl)-N3-(4-methoxybenzyl)-2-((4-methoxybenzyl)amino)-N6-((5-(trifluoromethyl)pyridin-2-yl)methyl)quinoline-3,6-dicarboxamide